8-[(1R)-1-(4-fluoro-2-methylsulfonyl-anilino)ethyl]-6-methyl-2-morpholino-3H-quinazolin-4-one FC1=CC(=C(N[C@H](C)C=2C=C(C=C3C(NC(=NC23)N2CCOCC2)=O)C)C=C1)S(=O)(=O)C